CC=1N=CN(C1)C1=CC=C(C=C1)C(CC)NC=1C2=C(N=CN1)SC=C2 N-[1-[4-(4-methylimidazol-1-yl)phenyl]propyl]thieno[2,3-d]pyrimidin-4-amine